C(N)(=O)C=1C=CC2=C(N(C(=N2)C=2C3=C(SC2C(=O)O)C=CC=C3Cl)C)C1 3-(6-Carbamoyl-1-methyl-1H-benzo[d]imidazol-2-yl)-4-chlorobenzo[b]thiophene-2-carboxylic acid